CN1C(C2=CC(=CC=C2C(=C1)C1=CC=C(C=C1)C(F)(F)F)C(=O)O[C@@H](C)C=1N(C=CN1)CC1=CC(=NO1)C1=CC=C(C=C1)C#CC1=CC=C(C=C1)CN1CCOCC1)=O (S)-1-(1-((3-(4-((4-(morpholinomethyl)phenyl)ethynyl)phenyl)isoxazol-5-yl)methyl)-1H-imidazol-2-yl)ethan-1-ol methyl-1-oxo-4-[4-(trifluoromethyl)phenyl]-2H-isoquinoline-7-carboxylate